CC=1C=C(C=CC1)N1N=CC=2C(CCCC12)NC(=O)C1=NOC2=C1CCCC2 N-[1-(3-methylphenyl)-4,5,6,7-tetrahydro-1H-indazol-4-yl]-4,5,6,7-tetrahydro-1,2-benzoxazole-3-carboxamide